6-(6-(2,2,2-trifluoroethyl)thieno[2,3-d]pyrimidin-4-yl)-6-azaspiro[3.4]octan-2-amine TFA salt OC(=O)C(F)(F)F.FC(CC1=CC2=C(N=CN=C2N2CC3(CC(C3)N)CC2)S1)(F)F